8-(4-amino-3-methyl-phenoxy)-4H-pyrido[2,3-b]pyrazin-3-one hydrochloride Cl.NC1=C(C=C(OC2=CC=NC=3NC(C=NC32)=O)C=C1)C